(R)-(3-Fluorophenyl)((2R,5S)-5-(((R)-piperidin-3-yl)methyl)pyrrolidin-2-yl)methanol dihydrochloride Cl.Cl.FC=1C=C(C=CC1)[C@@H](O)[C@@H]1N[C@@H](CC1)C[C@@H]1CNCCC1